4-sec-butylamino-6-(4-fluoro-2-methyl-phenyl)-2-methylsulfonyl-pyrimidine-5-carbaldehyde C(C)(CC)NC1=NC(=NC(=C1C=O)C1=C(C=C(C=C1)F)C)S(=O)(=O)C